2-(((1r,4r)-4-((3-(3-fluorophenyl)-3-phenylureido)methyl)cyclohexyl)methoxy)acetic acid FC=1C=C(C=CC1)N(C(NCC1CCC(CC1)COCC(=O)O)=O)C1=CC=CC=C1